1,1-diethoxy-12-bromododecane C(C)OC(CCCCCCCCCCCBr)OCC